N1(CCC1)CC1(CC1)NC(=O)C1(CCC1)C1=C(C=CC=C1)F N-(1-(azetidin-1-ylmethyl)cyclopropyl)-1-(2-fluorophenyl)cyclobutane-1-carboxamide